N-{3,5-difluoro-4-[(3-[3-(2,2,2-trifluoroethoxy)oxetan-3-yl]-1-{[2-(trimethylsilyl)ethoxy]methyl}-1H-pyrrolo[2,3-b]pyridin-4-yl)oxy]phenyl}-N'-[(3-methyloxetan-3-yl)methyl]urea FC=1C=C(C=C(C1OC1=C2C(=NC=C1)N(C=C2C2(COC2)OCC(F)(F)F)COCC[Si](C)(C)C)F)NC(=O)NCC2(COC2)C